Ethanesulfonic acid [5-(5-methyl-6-oxo-5,6,7,8-tetrahydro-[1,5]naphthyridin-2-yl)-pyridin-3-ylmethyl]-amide CN1C=2C=CC(=NC2CCC1=O)C=1C=C(C=NC1)CNS(=O)(=O)CC